6-chloro-2-(3-fluoro-4-(trifluoromethyl)phenyl)-5-(2-oxooxazolidin-3-yl)-1H-benzo[d]imidazole-4,7-dione ClC1=C(C(C2=C(NC(=N2)C2=CC(=C(C=C2)C(F)(F)F)F)C1=O)=O)N1C(OCC1)=O